BrC1=C(C=NS1)C(C#C)O 1-(5-Bromoisothiazol-4-yl)propan-2-yn-1-ol